ClC1=C2C(=NC=C1OC=1C=NN3C1C=NC=C3)N=C(N2C)NC2=CC(=CC(=C2)C(F)(F)F)CN2CCOCC2 7-chloro-1-methyl-N-(3-(morpholinomethyl)-5-(trifluoromethyl)phenyl)-6-(pyrazolo[1,5-a]pyrazin-3-yloxy)-1H-imidazo[4,5-b]pyridin-2-amine